Cl.ON=C(N)C1=NC=CC=C1 N'-hydroxypyridinecarboximidamide hydrochloride